N2-(5-chloro-2-(2-methoxyethoxy)phenyl)-N5-(6-hydroxyhexyl)thiophene-2,5-dicarboxamide ClC=1C=CC(=C(C1)NC(=O)C=1SC(=CC1)C(=O)NCCCCCCO)OCCOC